FC(OCCN1N=CC(=N1)C(=O)O)(F)F 2-(2-(trifluoromethoxy)ethyl)-2H-1,2,3-triazole-4-carboxylic acid